C[C@@]12CCC[C@H]1[C@@H]1CCC3=CCCC[C@@H]3[C@H]1CC2 estra-4-ene